FC(C(=O)NC1=NC2=CC(=CC=C2N=C1)S(NC1(CC1)C)(=O)=O)=C 2-fluoro-N-(7-(N-(1-methylcyclopropyl)sulfamoyl)quinoxalin-2-yl)acrylamide